4-(3-(2-fluorophenyl)-2-oxo-2,3-dihydrooxazol-4-yl)benzenesulfonamide FC1=C(C=CC=C1)N1C(OC=C1C1=CC=C(C=C1)S(=O)(=O)N)=O